O1CC(C1)CC(=O)O 2-(oxetan-3-yl)acetic acid